FC(OC1=CC=C(C=C1)N1N=C(C=2C1=NC=CC2C#C[Si](C(C)C)(C(C)C)C(C)C)C2CN(C2)C(=O)OC(C)(C)C)(F)F tert-butyl 3-(1-(4-(trifluoromethoxy)phenyl)-4-((triisopropylsilyl)ethynyl)-1H-pyrazolo[3,4-b]pyridin-3-yl)azetidine-1-carboxylate